C(C)(C)(C)[Si](C)(C)OC1CN(C1)C1=NC=NC(=C1OC)Cl tert-butyl-[1-(6-chloro-5-methoxy-pyrimidin-4-yl)azetidin-3-yl]oxy-dimethylsilane